FC=1C=C(C=CC1N1CCN(CC1)CCOC)NC(=O)C=1C(NC=CC1NC1=C(C2=C(OCCN2)N=C1)C)=O N-(3-fluoro-4-(4-(2-methoxyethyl)piperazin-1-yl)phenyl)-4-((8-methyl-2,3-dihydro-1H-pyrido[2,3-b][1,4]oxazin-7-yl)amino)-2-oxo-1,2-dihydropyridine-3-carboxamide